methyl 5-chloro-1H-pyrrole-2-carboxylate ClC1=CC=C(N1)C(=O)OC